O1C2=C(OCC1C=1N[C@@H]([C@@H](N1)[2H])[2H])C=CC(=C2)[2H] (4S,5R)-2-(2,3-dihydrobenzo[b][1,4]dioxin-2-yl-7-d)-4,5-dihydro-1H-imidazole-4,5-d2